Cl.Cl.NCCCNCC=1C=CC(=C(C(=O)NC2=CC=C(C=C2)S(=O)(=O)N2CCC(CC2)C(C)CC)C1)N(S(=O)(=O)C)C 5-(((3-Aminopropyl)amino)methyl)-N-(4-((4-(sec-butyl)piperidin-1-yl)sulfonyl)phenyl)-2-(N-methylmethylsulfonamido)benzamide dihydrochloride